C(C1=CC=CC=C1)OC=1C(C(=CN2N3[C@@H]([C@@H]4[C@H]([C@@H](N(C(C21)=O)C3)C)C4)C)C(=O)NCC4=C(C=C(C=C4F)F)F)=O (1aS,2R-3R,11S,11aR)-8-(benzyloxy)-2,11-dimethyl-7,9-dioxo-N-(2,4,6-trifluorobenzyl)-1a,2,7,9,11,11a-hexahydro-1H-3,10-methanocyclopropa[g]pyrido[1,2-b][1,2,5]triazonine-6-carboxamide